[Ru+].BrC=1C=C(C=C(C1)Cl)[C@@H]1CN(CCO1)S(=O)(=O)C1=C(C=CC=C1)[N+](=O)[O-] (R)-2-(3-bromo-5-chlorophenyl)-4-((2-nitrophenyl)sulfonyl)morpholine ruthenium (i)